disodium furandicarboxylate O1C(=C(C=C1)C(=O)[O-])C(=O)[O-].[Na+].[Na+]